1-(quinolin-5-yl)-1H-imidazol-4-amine N1=CC=CC2=C(C=CC=C12)N1C=NC(=C1)N